FC1=CC=C(C=C1)N(C(=O)[C@H]1NCC[C@@H]1O)C (2S,3S)-N-(4-fluorophenyl)-3-hydroxy-N-methyl-pyrrolidine-2-carboxamide